C([C@@H]1[C@H]([C@H]([C@@H](O1)NC(=O)CN)O)O)OP(=O)(O)O N1-(5-phospho-beta-D-ribosyl)glycinamide